4-(5-bromo-4-(2-octyldodecyl)thiophen-2-yl)-7-(5-bromothiophen-2-yl)-5-chlorobenzo[c][1,2,5]thiadiazole BrC1=C(C=C(S1)C1=C(C=C(C2=NSN=C21)C=2SC(=CC2)Br)Cl)CC(CCCCCCCCCC)CCCCCCCC